FC1=C(C=C(C(=C1)C1=NC(=CC=C1)OCC1=NN(C=C1)C1=CC=CC=C1)F)CC=1N(C2=C(N1)C=CC(=C2)C(=O)OC)C[C@H]2OCC2 methyl 2-[[2,5-difluoro-4-[6-[(1-phenylpyrazol-3-yl)methoxy]-2-pyridyl]phenyl]methyl]-3-[[(2S)-oxetan-2-yl]methyl]benzimidazole-5-carboxylate